OC1C[C@@H]([C@@H]2[C@H]1OC(O2)(C)C)CC2CN(C2)C(=O)OC(C)(C)C tert-butyl 3-{[(3aR,4S,6aS)-6-hydroxy-2,2-dimethyl-tetrahydro-3aH-cyclopenta[d][1,3]dioxol-4-yl]methyl}azetidine-1-carboxylate